BrCC1=C(C=CC=C1)C1=CC=C(C=C1)CN(C(=O)OC(C)(C)C)C(=O)OC(C)(C)C 2-(bromomethyl)-4'-(di(t-butoxycarbonyl)aminomethyl)-1,1'-biphenyl